COC1=CC=C(C=C1)C1=CN=C2N1C=CN=C2NC2=CC=C(C=C2)S(=O)(=O)N(C)C 4-[[3-(4-methoxyphenyl)imidazo[1,2-a]pyrazin-8-yl]amino]-N,N-dimethyl-benzenesulfonamide